CN1C(=[N+](C=C1)CCCCS(=O)(=O)[O-])NCC=1C(C=2C=CC=C3C=CC=C(C1)C23)=O 4-[3-methyl-2-[(1-oxophenalen-2-yl)methylamino]imidazol-1-ium-1-yl]butane-1-sulfonate